5,6-dibutylamino-1,8-diAza-bicyclo[5.4.0]undecene C(CCC)NC1CC=CN2CCCNC2C1NCCCC